tert-butyl 4-(4-(pentafluoro-λ6-sulfanyl)-phenoxy)butanoate FS(C1=CC=C(OCCCC(=O)OC(C)(C)C)C=C1)(F)(F)(F)F